C(C)(C)(C)C=1SC2=C(N1)C(CC1(CCN(CC1)C(=O)C=1C=C3C=C(C=NC3=C(C1)C)OCC)C2)=O 2-(tert-butyl)-1'-(3-ethoxy-8-methylquinoline-6-carbonyl)-5H-spiro[benzo[d]thiazole-6,4'-piperidin]-4(7H)-one